(R)-6-((4-Hydroxy-1-(4,4,4-trifluoro-3-phenylbutanoyl)piperidin-4-yl)methyl)-2-methyl-3-phenyl-2H-pyrazolo[4,3-d]pyrimidin-7(6H)-one OC1(CCN(CC1)C(C[C@@H](C(F)(F)F)C1=CC=CC=C1)=O)CN1C=NC=2C(C1=O)=NN(C2C2=CC=CC=C2)C